R-3-hydroxybutyric acid potassium salt [K+].O[C@@H](CC(=O)[O-])C